[O-2].[Mn+2].[Fe+2].[K+] potassium-iron-manganese oxide